1,3,5-Tri(3-ethyl-4-aminophenyl)benzene C(C)C=1C=C(C=CC1N)C1=CC(=CC(=C1)C1=CC(=C(C=C1)N)CC)C1=CC(=C(C=C1)N)CC